1-(benzyloxy)-6-(bromomethyl)-1,2-dihydropyridin-2-one C(C1=CC=CC=C1)ON1C(C=CC=C1CBr)=O